N-(2,6-dioxopiperidin-3-yl)-3-(4-(hydroxymethyl)piperidin-1-yl)benzamide O=C1NC(CCC1NC(C1=CC(=CC=C1)N1CCC(CC1)CO)=O)=O